C(CCCCCCC\C=C/C\C=C/CCCCC)(=O)OCCCCCCCCCCCCCCCCCCCC eicosyl linoleate